CN1N=CC=C1[C@@H](C=1N=NN(C1)C1(CC1)C(F)(F)F)NC=1C=C2C(=C(C=NC2=C(C1)C#N)C#N)NCC(C)(C)C (S)-6-(((1-methyl-1H-pyrazol-5-yl)(1-(1-(trifluoromethyl)cyclopropyl)-1H-1,2,3-triazol-4-yl)methyl)amino)-4-(neopentylamino)quinoline-3,8-dicarbonitrile